(2s,4s)-2-(4-(2-fluoro-3-(trifluoromethoxy)phenyl)piperidine-1-carbonyl)-7-oxa-5-azaspiro[3.4]octan-6-one FC1=C(C=CC=C1OC(F)(F)F)C1CCN(CC1)C(=O)C1CC2(C1)NC(OC2)=O